C(=O)(O)C1=C(C=CC=C1)C1=C2C=CC(C(=C3C=CC(=C(C=4C=CC(=C(C5=CC=C1N5)C5=C(C=CC=C5)C(=O)O)N4)C4=C(C=CC=C4)C(=O)O)N3)C3=C(C=CC=C3)C(=O)O)=N2.[Cu] copper tetra(carboxyphenyl)porphyrin